tert-Butyl (Z)-3-(fluoromethylene)pyrrolidine-1-formate F\C=C\1/CN(CC1)C(=O)OC(C)(C)C